C[C@@H]1CC[C@H](OC(=O)C1)C(C)C The molecule is a 7-isopropyl-4-methyloxepan-2-one that has 4R,7S configuration. It has a role as a plant metabolite. It is a 7-isopropyl-4-methyloxepan-2-one, a terpene lactone and a monoterpenoid. It is an enantiomer of a (4S,7R)-7-isopropyl-4-methyloxepan-2-one.